CC1=C(C(=O)OOC(C2=C(C(=C(C=C2)C)C)C)=O)C=CC(=C1C)C 2,3,4-trimethylbenzoyl peroxide